ClC1=C(C=CC(=C1)F)[C@@H](C)NC(=O)N1CCN(CC1)C1=C(C=NC=C1)F (R)-N-(1-(2-Chloro-4-fluorophenyl)ethyl)-4-(3-fluoropyridin-4-yl)piperazine-1-carboxamide